ClC1=C2C=CN(C2=C(C=C1)C(=O)NC1CC2(CCC2)C1)CC1=CC=C(C=C1)C1=CC=NC=C1 (Ra)-6-(4-chloro-1-(4-(pyridin-4-yl)benzyl)-1H-indole-7-carboxamido)spiro[3.3]heptane